FC1=C(C=CC(=C1)F)C1=CC(=CN1S(=O)(=O)C1=CC(=CC=C1)C#CCOC)CNC 1-(5-(2,4-difluorophenyl)-1-((3-(3-methoxyprop-1-yn-1-yl)phenyl)sulfonyl)-1H-pyrrol-3-yl)-N-methylmethylamine